C(COCCOCCOCCOCC#C)OS(=O)(=O)C1=CC=C(C=C1)C 4-methylbenzenesulfonic acid 3,6,9,12-Tetraoxapentadec-14-yn-1-yl ester